(S)-N-(3,3-Difluoro-1-methylpiperidin-4-yl)-5-(1-(2,2-difluoroethyl)-2-methyl-1H-benzo[d]imidazol-6-yl)-4-methoxypyrrolo[2,1-f][1,2,4]triazin-2-amine FC1(CN(CC[C@@H]1NC1=NN2C(C(=N1)OC)=C(C=C2)C=2C=CC1=C(N(C(=N1)C)CC(F)F)C2)C)F